(S)-methyl 6-(2-(2-((6-(3-(1-aminoethyl)-4-fluorophenoxy)hexyl)oxy)ethoxy)ethoxy)hexanoate hydrochloride Cl.N[C@@H](C)C=1C=C(OCCCCCCOCCOCCOCCCCCC(=O)OC)C=CC1F